COC=1C=C(C(=O)N/N=C(\C)/C2=CC3=CC=C(C=C3C=C2)OC)C=CC1OC (E)-3,4-dimethoxy-N'-(1-(6-methoxynaphthalen-2-yl)ethylidene)benzohydrazide